[2H]N[C@@H](CCCN)C(=O)O Deutero-L-Ornithine